[N+](=O)([O-])C1=C(C=C(C=C1)C(F)(F)F)N1C(CCC1)=O 1-(2-nitro-5-(trifluoromethyl)phenyl)pyrrolidin-2-one